ClC1=C(OC(C(=O)O)C)C=CC(=C1)Cl 2-(2,4-dichlorophenoxy)propanoic acid